disodium chromene dihydrate O.O.O1CC=CC2=CC=CC=C12.[Na].[Na]